FC1=C(CC2=C(C(=C3CN(C(C3=C2)=O)[C@H]2COCC[C@@H]2O)C)C)C=CC(=C1)OC 6-(2-fluoro-4-methoxybenzyl)-2-[(3S,4S)-4-hydroxytetrahydro-2H-pyran-3-yl]-4,5-dimethyl-2,3-dihydro-1H-isoindol-1-one